ClC1=C(C=C(NCC#N)C=C1)OC 2-(4-chloro-3-methoxy-anilino)acetonitrile